(1R,4R)-2-Oxa-5-azabicyclo[2.2.1]heptane HCl salt Cl.[C@H]12OC[C@H](NC1)C2